6-((2-((4aR,7aR)-Hexahydropyrrolo[3,4-b][1,4]oxazin-6(2H)-yl)-1H-benzo[d]imidazol-1-yl)methyl)nicotinonitril O1[C@H]2[C@H](NCC1)CN(C2)C2=NC1=C(N2CC2=NC=C(C#N)C=C2)C=CC=C1